C1(CC1)CCCC1=C(C(=CC(=C1)CCCC1CC1)CC(C)O)O 2,4-bis(3-cyclopropylpropyl)-6-(2-hydroxypropyl)phenol